C(=O)O.CC1=CC(=NC=C1C(F)(F)F)N 4-methyl-5-(trifluoromethyl)pyridin-2-amine formate